2-(3,5-dibromophenyl)dibenzo[b,d]Furan BrC=1C=C(C=C(C1)Br)C1=CC2=C(OC3=C2C=CC=C3)C=C1